tert-butyl (4-((2,3-dihydrobenzofuran-6-yl)amino)cyclohexyl)carbamate O1CCC2=C1C=C(C=C2)NC2CCC(CC2)NC(OC(C)(C)C)=O